FC1=CC=C2C=3C=CC(=CC3NC2=C1)CC(=O)NC1=CC=C(C=C1)CO 2-(7-fluoro-9H-carbazol-2-yl)-N-(4-(hydroxymethyl)phenyl)acetamide